BrC=1N=C(NC1C1=C(C=C(OCC=2C=CC(=NC2)C(F)(F)F)C=C1)OC)C=1C=NC(=CC1)F 5-[(4-(4-bromo-2-(6-fluoropyridin-3-yl)-1H-imidazol-5-yl)-3-methoxyphenoxy)methyl]-2-(trifluoromethyl)pyridine